CC1=C(N=NN1C1CCNCC1)C=1C=C(C=2N(C1)N=CC2C#N)O[C@H](C)C2=CC=CC=C2 6-[5-Methyl-1-(piperidin-4-yl)-1,2,3-triazol-4-yl]-4-[(1R)-1-phenylethoxy]pyrazolo[1,5-a]pyridine-3-carbonitrile